(3-(1-isopropyl-2-methyl-1H-imidazo[4,5-b]pyridin-6-yl)-1H-pyrrolo[2,3-b]pyridin-5-yl)(3-methyl-3,8-diazabicyclo[3.2.1]octan-8-yl)methanone C(C)(C)N1C(=NC2=NC=C(C=C21)C2=CNC1=NC=C(C=C12)C(=O)N1C2CN(CC1CC2)C)C